COC1=C(C=C(C=C1)CCC[N+](=O)[O-])OC 1,2-dimethoxy-4-(3-nitropropyl)benzene